BrC=1C=C(NC2=NN(C=C2C(=O)N)[C@@H]2COCC[C@H]2C#N)C=CC1C(C)(C)O[Si](C)(C)C(C)(C)C 3-[3-bromo-4-[1-[tert-butyl(dimethyl)silyl]oxy-1-methyl-ethyl]anilino]-1-(trans-4-cyanotetrahydro-2H-pyran-3-yl)pyrazole-4-carboxamide